3-[(aminooxy)methyl]azetidine di-hydrochloride Cl.Cl.NOCC1CNC1